ethyl 4-(bromomethyl)-2-((2,6-difluorobenzyl)(methoxycarbonyl)amino)-5-(4-nitrophenyl)thiophene-3-carboxylate BrCC=1C(=C(SC1C1=CC=C(C=C1)[N+](=O)[O-])N(C(=O)OC)CC1=C(C=CC=C1F)F)C(=O)OCC